[N+](=O)([O-])C=1N(C=CN1)COCC[Si](C)(C)C 2-nitro-1-{[2-(trimethylsilyl)ethoxy]methyl}imidazole